1,4-bis(phenylsulfonyl-azomethylsulfonyl)butane C1(=CC=CC=C1)S(=O)(=O)N=NCS(=O)(=O)CCCCS(=O)(=O)CN=NS(=O)(=O)C1=CC=CC=C1